N-((1s,4s)-4-((5-(3-(2,2-difluoroethyl)-2-methyl-3H-imidazo[4,5-b]pyridin-5-yl)-4-(methylamino)-7H-pyrrolo[2,3-d]pyrimidin-2-yl)amino)-1-methylcyclohexyl)acetamide FC(CN1C(=NC=2C1=NC(=CC2)C2=CNC=1N=C(N=C(C12)NC)NC1CCC(CC1)(C)NC(C)=O)C)F